disodium 4-formylbenzene-1,3-disulfonate C(=O)C1=C(C=C(C=C1)S(=O)(=O)[O-])S(=O)(=O)[O-].[Na+].[Na+]